2-[4-(methoxymethoxy)-2,3-dihydro-1H-inden-5-yl]-4,4,5,5-tetramethyl-1,3,2-dioxaborolane COCOC1=C2CCCC2=CC=C1B1OC(C(O1)(C)C)(C)C